FC1=C(C=CC=C1)C1=NC(=NC(=C1)C(F)(F)F)S(=O)(=O)C 4-(2-fluorophenyl)-2-(methylsulfonyl)-6-(trifluoromethyl)pyrimidine